ClC1=C(C=2N=C(N=C(C2C=N1)N1C(CCO[C@H]2C[C@@H]12)([2H])[2H])OC([2H])([2H])[C@]12CCCN2C[C@@H](C1)F)F (1S,7R)-6-(7-Chloro-8-fluoro-2-(((2R,7aS)-2-fluorotetrahydro-1H-pyrrolizin-7a(5H)-yl)methoxy-d2)pyrido[4,3-d]pyrimidin-4-yl)-2-oxa-6-azabicyclo[5.1.0]octane-5,5-d2